((1-(fluoromethyl)-3-oxocyclohexyl)methyl)-1H-benzo[d]imidazole-6-carbonitrile FCC1(CC(CCC1)=O)CN1C=NC2=C1C=C(C=C2)C#N